ClC1=C(C=CC(=C1)F)C1(CC1)/C(/N)=N/O (Z)-1-(2-chloro-4-fluorophenyl)-N'-hydroxycyclopropane-1-carboximidamide